FC(O[C@H]1C[C@@H](CCC1)NC(CN1C=NC2=C(C1=O)N(N=C2NC2=CC=C(C=C2)C(F)(F)F)C)=O)F N-((1R,3R)-3-(difluoromethoxy)cyclohexyl)-2-(1-methyl-7-oxo-3-((4-(trifluoromethyl)phenyl)amino)-1,7-dihydro-6H-pyrazolo[4,3-d]pyrimidin-6-yl)acetamide